2-(Acetoxymethyl)-6-bromobenzoic acid methyl ester COC(C1=C(C=CC=C1Br)COC(C)=O)=O